FC(CN1C(=NC2=C1C=C(C=C2)C=2C=CN1N=C(N=C(C12)OC)N[C@@H]1[C@H](CN(CC1)C)F)C)F 5-(1-(2,2-difluoroethyl)-2-methyl-1H-benzo[d]imidazol-6-yl)-N-((3S,4S)-3-fluoro-1-methylpiperidin-4-yl)-4-methoxypyrrolo[2,1-f][1,2,4]triazin-2-amine